N-(2'-ethyl-5-fluoro-[1,1'-biphenyl]-2-yl)-4-(2,7-diazaspiro[3.5]nonan-7-yl)pyrimidin-5-amine HCl salt Cl.C(C)C1=C(C=CC=C1)C1=C(C=CC(=C1)F)NC=1C(=NC=NC1)N1CCC2(CNC2)CC1